[Al+3].C(C)(C)N(C([S-])=S)C(C)C.C(C)(C)N(C([S-])=S)C(C)C.C(C)(C)N(C([S-])=S)C(C)C diisopropyldithiocarbamate aluminum